(S)-(2-(oxetan-3-ylmethyl)-8-(((6-(4-(trifluoromethyl)phenyl)pyridin-2-yl)methoxy)methyl)-2,6-diazaspiro[3.4]octan-6-yl)(thiazol-5-yl)methanone O1CC(C1)CN1CC2(C1)CN(C[C@H]2COCC2=NC(=CC=C2)C2=CC=C(C=C2)C(F)(F)F)C(=O)C2=CN=CS2